3-(carbamimidoyl-sulfanyl)propanoic acid C(N)(=N)SCCC(=O)O